ethyl 1-(4-aminophenyl)piperidine-4-carboxylate NC1=CC=C(C=C1)N1CCC(CC1)C(=O)OCC